C(C)(C)(C)NS(=O)(=O)C=1C=C(C=CC1)NC1=NC(=NC=C1C)NC1=CC=C(C(=O)NC2=CC(=CC(=C2)OC)OC)C=C1 4-((4-((3-(N-(tert-butyl)sulfamoyl)phenyl)amino)-5-methylpyrimidin-2-yl)amino)-N-(3,5-dimethoxyphenyl)benzamide